[ferrocene] palladium dichloride [Pd](Cl)Cl.[CH-]1C=CC=C1.[CH-]1C=CC=C1.[Fe+2]